2-methyl-4-(methylamino)-N-(5-nitrothiazol-2-yl)benzamide CC1=C(C(=O)NC=2SC(=CN2)[N+](=O)[O-])C=CC(=C1)NC